4-((tert-butoxycarbonyl)amino)-1-methyl-cyclohexane-1-carboxylic acid C(C)(C)(C)OC(=O)NC1CCC(CC1)(C(=O)O)C